C(C)(C)(C)OC(=O)N1C[C@H]2[C@@H](C1)C(CC2)=O |o1:9,10| rel-(3aS,6aR)-tert-butyl-4-oxohexahydrocyclopenta[c]pyrrole-2(1H)-carboxylate